(S)-2-(6-chloro-5-methylpyridin-3-yl)but-3-yn-2-ol ClC1=C(C=C(C=N1)[C@](C)(C#C)O)C